(E)-N-(1-(3-((2-(1-hydroxycyclopropane-1-carbonyl)-2-(4-methoxybenzyl)hydrazineylidene)methyl)pyrazin-2-yl)ethyl)-3,5-bis(trifluoromethyl)benzamide OC1(CC1)C(=O)N(\N=C\C=1C(=NC=CN1)C(C)NC(C1=CC(=CC(=C1)C(F)(F)F)C(F)(F)F)=O)CC1=CC=C(C=C1)OC